isobutyl-4-(3-methyl-2-oxo-1,3-benzoxazol-6-yl)piperidine-1-carboxamide C(C(C)C)C1N(CCC(C1)C1=CC2=C(N(C(O2)=O)C)C=C1)C(=O)N